tert-butyl (6-((4-aminophenyl)thio)hexyl)(tert-butoxycarbonyl)carbamate NC1=CC=C(C=C1)SCCCCCCN(C(OC(C)(C)C)=O)C(=O)OC(C)(C)C